C(#N)C=1N(C=C(N1)C=1C(=CC(=NC1)NC(C)=O)NC1=NC(=NC(=C1)C)C(C)(F)F)C N-(5-(2-cyano-1-methyl-1H-imidazol-4-yl)-4-((2-(1,1-difluoroethyl)-6-methylpyrimidin-4-yl)amino)pyridin-2-yl)acetamide